FC(C1=CC=C(C=C1)S(=O)(=O)N1CC2(C1)CNC2)(F)F 2-[4-(trifluoro-methyl)phenyl]sulfonyl-2,6-diazaspiro[3.3]heptane